C(CCCCCCCC)(=O)O[Si](C)(C)C Nonanoic acid, trimethylsilyl ester